4-[3,4-Dicarboxy-2-[4-[4-[(E)-3-oxo-3-phenylprop-1-enyl]phenyl]phenoxy]phenyl]-3-[4-[4-[(E)-3-oxo-3-phenylprop-1-enyl]phenyl]phenoxy]phthalic acid C(=O)(O)C=1C(=C(C=CC1C(=O)O)C=1C(=C(C(C(=O)O)=CC1)C(=O)O)OC1=CC=C(C=C1)C1=CC=C(C=C1)\C=C\C(C1=CC=CC=C1)=O)OC1=CC=C(C=C1)C1=CC=C(C=C1)\C=C\C(C1=CC=CC=C1)=O